NCC1(CN(C1)C(=O)OC(C)(C)C)OC tert-butyl 3-(aminomethyl)-3-methoxy-azetidine-1-carboxylate